O=C(C=C)N[C@H]1CN(CCC1)CC=1C(=NC=CC1)C(=O)N [[3(R)-[(1-oxo-2-propen-1-yl)amino]-1-piperidinyl]methyl]-2-pyridinecarboxamide